BrC=1N=C(N(C1C(=O)NCCCOC1OCCCC1)CC1=CC=C(C=C1)Cl)OC1=CC(=CC=C1)F 4-bromo-1-[(4-chlorophenyl)methyl]-2-(3-fluorophenoxy)-N-[3-(oxaN-2-yloxy)propyl]-1H-imidazole-5-carboxamide